FC1=C(C=CC(=C1)F)NC(CN1C(C2N(C(C3=C1C=CC=C3)=O)CCC2)=O)=O N-(2,4-difluorophenyl)-2-(5,11-dioxo-2,3,11,11a-tetrahydro-1H-benzo[e]pyrrolo[1,2-a][1,4]diazepin-10(5H)-yl)acetamide